(R)-4-(7-fluoroimidazo[1,2-a]pyridin-3-yl)-7-((6-((3-methoxyazetidin-1-yl)methyl)-5-(tetrahydrofuran-3-yl)pyridin-2-yl)amino)isoindolin-1-one FC1=CC=2N(C=C1)C(=CN2)C2=C1CNC(C1=C(C=C2)NC2=NC(=C(C=C2)[C@@H]2COCC2)CN2CC(C2)OC)=O